6-acetyl-8-cyclopentyl-2-((5-(4-(4-(hydroxymethyl)-benzoyl)piperidin-1-yl)pyridin-2-yl)amino)-5-methylpyrido[2,3-d]pyrimidin-7(8H)-one C(C)(=O)C1=C(C2=C(N=C(N=C2)NC2=NC=C(C=C2)N2CCC(CC2)C(C2=CC=C(C=C2)CO)=O)N(C1=O)C1CCCC1)C